(S)-quinuclidin-3-yl (5-(isoquinolin-5-yl)-2,2-dimethyl-2,3-dihydro-1H-inden-1-yl)carbamate C1=NC=CC2=C(C=CC=C12)C=1C=C2CC(C(C2=CC1)NC(O[C@@H]1CN2CCC1CC2)=O)(C)C